C(C)(=O)O[C@@H]1[C@@H](O[C@H](C[C@@H]1OC(C)=O)Br)C (2S,3R,4S,6S)-6-bromo-2-methyltetrahydro-2H-pyran-3,4-diyl diacetate